(R)-N-(5-methoxy-2-methyl-[1,2,4]triazolo[1,5-a]pyrimidin-6-yl)-4-(3-methylpiperazin-1-yl)-2,3-dihydro-1H-pyrrolo[2,3-b]pyridine-1-carboxamide hydrochloride Cl.COC1=NC=2N(C=C1NC(=O)N1CCC=3C1=NC=CC3N3C[C@H](NCC3)C)N=C(N2)C